6-(3-isopropyl-5-((1-isopropylazetidin-3-yl)oxy)-1H-pyrrolo[3,2-b]pyridin-2-yl)-8-methoxy-[1,2,4]triazolo[1,5-a]pyridine C(C)(C)C1=C(NC=2C1=NC(=CC2)OC2CN(C2)C(C)C)C=2C=C(C=1N(C2)N=CN1)OC